(S)-1-{4-[4-(6-fluoro-2-oxo-1,2-dihydro-quinolin-3-yl)-[1,2,3]triazol-1-yl]-benzoyl}-pyrrolidine-3-carboxylic acid amide FC=1C=C2C=C(C(NC2=CC1)=O)C=1N=NN(C1)C1=CC=C(C(=O)N2C[C@H](CC2)C(=O)N)C=C1